COC(=O)C=1C=CC=2C3=C(N(C2C1)C1COCC1)C=CC(=N3)C3=C(N=NN3C)C (1,4-dimethyl-1H-1,2,3-triazol-5-yl)-5-(tetrahydrofuran-3-yl)-5H-pyrido[3,2-b]indole-7-carboxylic acid methyl ester